O=C(CCC(=O)O)NCCSSCCNC(=O)N=S1(CC(C#CC(C1)(C)C)(C)C)=O 4-oxo-4-((2-((2-(3-(3,3,6,6-tetramethyl-1-oxido-4,5-didehydro-2,3,6,7-tetrahydro-1λ6-thiepin-1-ylidene)ureido)ethyl)disulfaneyl)ethyl)amino)butanoic Acid